3-[2-[[(3S,SR)-1-benzyl-5-hydroxy-3-piperidyl]amino]-5-(trifluoromethyl)pyrimidin-4-yl]-1H-indole-6-carbonitrile C(C1=CC=CC=C1)N1C[C@H](C[C@@H](C1)O)NC1=NC=C(C(=N1)C1=CNC2=CC(=CC=C12)C#N)C(F)(F)F |&1:11|